2,5-Dihydropyridin N=1CC=CCC1